C1(=CC=CC2=CC=CC=C12)C1=C2C=CC=CC2=C(C2=CC=CC=C12)C=O 10-(naphthalen-1-yl)anthracene-9-carbaldehyde